C(C)(C)(C)OC(=O)NCC=1OC2=C(C1)C=C(C=C2C(F)(F)F)C2=NC=C(C=N2)C(=O)O 2-(2-((tert-butoxycarbonylamino)methyl)-7-(trifluoromethyl)benzofuran-5-yl)pyrimidine-5-carboxylic acid